6-(1'-Isobutyl-[1,4'-bipiperidin]-4-yl)-1,5-dimethyl-2-(4-(methylsulfonyl)phenyl)-1H-benzo[d]imidazol C(C(C)C)N1CCC(CC1)N1CCC(CC1)C=1C(=CC2=C(N(C(=N2)C2=CC=C(C=C2)S(=O)(=O)C)C)C1)C